OCCOC1=CC=2C=CC3=C(C4=C(O3)C=3C=CC=C(C3C=C4)OCCO)C2C=C1 3,11-bis(2-hydroxyethoxy)dinaphthofuran